α-Rhamnose O[C@H]1[C@H](O)[C@H](O)[C@@H](O)[C@@H](O1)C